2-(((3-fluoro-5-methoxy-2',2''-dimethyl-3''-(1,2,3,4-tetrahydroisoquinolin-6-yl)-[1,1':3',1''-terphenyl]-4-yl)methyl)amino)ethan-1-ol FC=1C=C(C=C(C1CNCCO)OC)C1=C(C(=CC=C1)C1=C(C(=CC=C1)C=1C=C2CCNCC2=CC1)C)C